tert-butyl N-[(2R)-3-(2,4-dichlorophenyl)-1-oxo-1-[5-(pyridazin-4-yl)-2,3-dihydro-1H-isoindol-2-yl]propan-2-yl]carbamate ClC1=C(C=CC(=C1)Cl)C[C@H](C(N1CC2=CC=C(C=C2C1)C1=CN=NC=C1)=O)NC(OC(C)(C)C)=O